ClC1=CC=C(C2=C(C=CC(=C12)Cl)Cl)Cl 1,4,5,8-tetrachloronaphthalene